COC=1C(=CC(=C(C1)N1CCC(CC1)C1CCNCC1)C)[N+](=O)[O-] 1-(5-methoxy-2-methyl-4-nitrophenyl)-4,4'-bipiperidine